1-ethyl-(3-dimethylaminopropyl)semicarbazide hydrochloride Cl.C(C)N(NC(=O)N)CCCN(C)C